CC(CO)(CCCCCCCCC(CO)(CCC)C)CCC 2,11-dimethyl-2,11-dipropyl-1,12-dodecanediol